CC1(CC1)CC(C(=O)N)N[C@H](C)C1=CC=CC=C1 3-(1-methylcyclopropyl)-2-[[(1R)-1-phenylethyl]amino]propanamide